BrC(COCCO)O bromo-diethylene glycol